N-(2-bromo-4-cyanophenyl)-2-(4-((1-(2-(2,6-dioxopiperidin-3-yl)-1,3-Dioxoisoindoline-5-yl)azetidin-3-yl)ethynyl)-1H-pyrazol-1-yl)-2-methylpropionamide BrC1=C(C=CC(=C1)C#N)NC(C(C)(C)N1N=CC(=C1)C#CC1CN(C1)C=1C=C2C(N(C(C2=CC1)=O)C1C(NC(CC1)=O)=O)=O)=O